[Br-].C(CCC)[P+](CCCCCCCCCCCCCCCC)(CCCC)CCCC Tributyl-hexadecylphosphonium bromide